1-(7-(((R)-6-fluorochroman-4-yl)amino)quinazolin-2-yl)-3-(3-hydroxyadamantan-1-yl)urea FC=1C=C2[C@@H](CCOC2=CC1)NC1=CC=C2C=NC(=NC2=C1)NC(=O)NC12CC3(CC(CC(C1)C3)C2)O